[Si](C)(C)(C(C)(C)C)OCC1=NN=C(S1)C=1C(=NC=C(C(=O)N)C1C1=C(C=CC(=C1)F)OC)C#N 5-(((tert-butyldimethylsilyloxy)methyl)-1,3,4-thiadiazol-2-yl)-6-cyano-4-(5-fluoro-2-methoxyphenyl)nicotinamide